[N+](=O)([O-])[O-].[Pr+3].[N+](=O)([O-])[O-].[N+](=O)([O-])[O-] praseodymium nitrate